tert-butyl N-({1-[3-(ethoxymethyl) benzenesulfonyl]-5-(2-fluorophenyl)-1H-pyrrol-3-yl} methyl)-N-methylcarbamate C(C)OCC=1C=C(C=CC1)S(=O)(=O)N1C=C(C=C1C1=C(C=CC=C1)F)CN(C(OC(C)(C)C)=O)C